[Si].[Li] (1CR)-Lithium-silicon